BrC=1C=C(C=2N(C1)N=CC2C#N)C=2C=NC(=CC2)N2CC1N(C(C2)C1)CC=1C=NC(=C(C1)F)OC 6-bromo-4-(6-(6-((5-fluoro-6-methoxypyridin-3-yl)methyl)-3,6-diazabicyclo[3.1.1]heptan-3-yl)pyridin-3-yl)pyrazolo[1,5-a]pyridin-3-carbonitrile